FC=1C=C(C=C(C1)OCC(C)C)C1=CC=C(C(=N1)N1CCC(CC1)C(C)C)C(=O)NS(=O)(=O)C1=CC=NN1 6-(3-fluoro-5-isobutoxy-phenyl)-2-(4-isopropyl-1-piperidyl)-N-(1H-pyrazol-5-ylsulfonyl)pyridine-3-carboxamide